N-(4-carbamimidoyl-2-fluorobenzyl)-1-(4-(2-cyanopropan-2-yl)benzyl)-1H-pyrazole-4-carboxamide C(N)(=N)C1=CC(=C(CNC(=O)C=2C=NN(C2)CC2=CC=C(C=C2)C(C)(C)C#N)C=C1)F